C(C)N(CC)CCC=C(C(=O)O)C.C(C=C)(=O)OCCN(CC)CC diethylaminoethyl acrylate (diethylaminoethyl methacrylate)